2-[4-[[1-[2-(tert-butoxycarbonylamino)ethyl]-4-piperidyl]methyl]piperazin-1-yl]acetic acid C(C)(C)(C)OC(=O)NCCN1CCC(CC1)CN1CCN(CC1)CC(=O)O